tert-butyl (R)-2-(methoxymethyl)-4-(((trifluoromethyl)sulfonyl)oxy)-2,5-dihydro-1H-pyrrole-1-carboxylate COC[C@@H]1N(CC(=C1)OS(=O)(=O)C(F)(F)F)C(=O)OC(C)(C)C